N-(Cyclopropylmethyl)-2-oxo-3-[N-(piperidin-4-ylmethyl)formamido]butanamide TFA Salt OC(=O)C(F)(F)F.C1(CC1)CNC(C(C(C)N(C=O)CC1CCNCC1)=O)=O